(R)-4-(5-(3-((tert-butyldimethylsilyl)oxy)propyl)-6-methoxybenzo[b]Thiophen-2-yl)-2-methyl-4-oxobutanoic acid methyl ester COC([C@@H](CC(=O)C1=CC2=C(S1)C=C(C(=C2)CCCO[Si](C)(C)C(C)(C)C)OC)C)=O